N-(3,4-dichlorophenyl)thiourea C1=CC(=C(C=C1NC(=S)N)Cl)Cl